FC(C1(CNCCC1)O)F 3-(difluoromethyl)piperidin-3-ol